COC1=CC(=C(C=C1)C1=CC=CC=C1)B1OCC(C(O1)(C)C)(C)C 2-(4-methoxy-[1,1'-biphenyl]-2-yl)-4,4,5,5-tetramethyl-1,3,2-dioxaborinane